ClC=1N=NC(=C(C1C)Br)Br 3-chloro-4-methyl-5,6-dibromopyridazine